ClC1=C(C=NC2=NC(=CC=C12)OC)C=CC(=O)O 3-(4-chloro-7-methoxy-1,8-naphthyridin-3-yl)acrylic acid